Tetrakis(2-Hydroxyethyl)Ammonium OCC[N+](CCO)(CCO)CCO